CN(C1=CC=C(C=C1)C=CC(=O)C1=C(C=C(C=C1)OCC(=C)C)O)C 3-[4-(Dimethylamino)phenyl]-1-[2-hydroxy-4-(2-methylprop-2-enoxy)phenyl]prop-2-en-1-one